CC1=CC2=C(N=C(S2)N)C=C1 6-methyl-benzo[d]thiazol-2-amine